2-((2-(cyclohexylamino)-3,5-difluorophenyl)amino)-5-fluoropyridine C1(CCCCC1)NC1=C(C=C(C=C1F)F)NC1=NC=C(C=C1)F